ClC1=C(C(N(N=C1)CC1=CC=C(C=C1)OC)=O)C(C(=O)OCC)C ethyl 2-(5-chloro-2-(4-methoxybenzyl)-3-oxo-2,3-dihydropyridazin-4-yl)propanoate